5-chloro-4-(cyclopentylmethoxy)-N-((4-(3-(dimethylamino)piperidin-1-yl)-2-fluorophenyl)sulfonyl)-2-fluorobenzamide ClC=1C(=CC(=C(C(=O)NS(=O)(=O)C2=C(C=C(C=C2)N2CC(CCC2)N(C)C)F)C1)F)OCC1CCCC1